2-((S)-1-acryloyl-4-(2-(((S)-1-methylpyrrolidin-2-yl)methoxy)-7-(5,6,7,8-tetrahydronaphthalen-1-yl)pyrido[2,3-d]pyrimidin-4-yl)piperazin-2-yl)acetonitrile C(C=C)(=O)N1[C@H](CN(CC1)C=1C2=C(N=C(N1)OC[C@H]1N(CCC1)C)N=C(C=C2)C2=CC=CC=1CCCCC21)CC#N